C(OOOC(C)(C)CC)(OC(C)C)=O t-amylperoxy isopropyl carbonate